dinitrophenylbutenate [N+](=O)([O-])CC(=C(C(=O)[O-])C1=CC=CC=C1)[N+](=O)[O-]